(R)-3-(3-fluoro-4-methoxyphenyl)-6-nitro-8-(pyridin-4-yl)-2-(pyrrolidin-2-yl)quinazolin-4(3H)-one FC=1C=C(C=CC1OC)N1C(=NC2=C(C=C(C=C2C1=O)[N+](=O)[O-])C1=CC=NC=C1)[C@@H]1NCCC1